(2S,4R)-N-((R)-3-([1,1'-biphenyl]-4-yl)-1-amino-1-oxopropan-2-yl)-1-((S)-2-(4-cyano-1H-1,2,3-triazol-1-yl)-3-methylbutanoyl)-4-hydroxypyrrolidine-2-carboxamide C1(=CC=C(C=C1)C[C@H](C(=O)N)NC(=O)[C@H]1N(C[C@@H](C1)O)C([C@H](C(C)C)N1N=NC(=C1)C#N)=O)C1=CC=CC=C1